C(C)(C)(C)OC(=O)N1CCN(CC1)C1=NC=NC(=C1I)C.OCCCNC(CCCCCCCCCCCCCCCCC)=O N-(3-hydroxypropyl)stearamide tert-butyl-4-(5-iodo-6-methylpyrimidin-4-yl)piperazine-1-carboxylate